4-[[(2S)-2-(2-aminoethyl)pyrrolidin-1-yl]methyl]benzamide tert-Butyl-((S)-1-(((S)-1-(5-bromopyridin-2-yl)-2,2,2-trifluoroethyl)amino)-4-hydroxy-1-oxobutan-2-yl)carbamate C(C)(C)(C)N(C(O)=O)[C@H](C(=O)N[C@H](C(F)(F)F)C1=NC=C(C=C1)Br)CCO.NCC[C@H]1N(CCC1)CC1=CC=C(C(=O)N)C=C1